C(C)(C)(C)OC(=O)N1CCN(C2=CC=CC(=C12)C)C1=CC2=C(N=C(N=C2)NC2CC2)N(C1=O)C1CCOCC1 4-[2-(cyclopropylamino)-7-oxo-8-tetrahydropyran-4-yl-pyrido[2,3-d]pyrimidin-6-yl]-8-methyl-2,3-dihydroquinoxaline-1-carboxylic acid tert-butyl ester